(4-bromo-2,6-dimethylphenyl)amino-3,3-dimethylbutanamide BrC1=CC(=C(C(=C1)C)NC(C(=O)N)C(C)(C)C)C